ClC1=CC=C2C=C(C(N(C2=C1)C1=CC(=CC=C1)C)=O)C#N 7-chloro-1-(3-methylphenyl)-2-oxo-1,2-dihydroquinolin-3-carbonitrile